C1=CC(=CC=C1C(=[NH2+])N)NN=NC2=CC=C(C=C2)C(=[NH2+])N The molecule is a carboxamidinium ion resulting from the protonation of both of the amidino groups of diminazene. The major species at pH 7.3. It has a role as an antiparasitic agent and a trypanocidal drug. It is a conjugate acid of a diminazene.